C(C1=CC=CC=C1)OC1=C(SC=C1)C(=O)NC1=CC=2CC3=CC=CC=C3C2C=C1 3-(benzyloxy)-N-(9H-fluoren-2-yl)thiophene-2-carboxamide